F[C@H]1CN(CCC1)C1=NC(=NC2=NC(=C(N=C12)C)C)N1C[C@H](OCC1)C=1C=NN(C1)C (R)-4-(4-((R)-3-fluoropiperidin-1-yl)-6,7-dimethylpteridin-2-yl)-2-(1-methyl-1H-pyrazol-4-yl)morpholine